2,2,2-Trifluoro-N-[5-[5-[2-[[(3S,5S)-5-fluoro-3-piperidyl]amino]pyrimidin-4-yl]-2-methyl-thiazol-4-yl]oxy-4-methyl-2-pyridyl]ethanesulfonamide FC(CS(=O)(=O)NC1=NC=C(C(=C1)C)OC=1N=C(SC1C1=NC(=NC=C1)N[C@@H]1CNC[C@H](C1)F)C)(F)F